lead monohydrate O.[Pb]